C1[C@H]2N(CCN1C1=CC=C3C(=N1)N(C(=N3)C3=CC=C(C=C3)F)C3=CC=NC=C3)CCC2 4-{5-[(8aS)-octahydropyrrolo[1,2-a]pyrazin-2-yl]-2-(4-fluorophenyl)-3H-imidazo[4,5-b]pyridin-3-yl}pyridine